N1=CC=C2N1C=C(C=N2)CN2CC1=C(CC2)C(=CS1)C(=O)NC1=CC(=CC=C1)C(F)(F)F 6-(pyrazolo[1,5-a]pyrimidin-6-ylmethyl)-N-(3-(trifluoromethyl)phenyl)-4,5,6,7-tetrahydrothieno[2,3-c]pyridine-3-carboxamide